racemic-5-(3-(1-hydroxy-2,3-dihydro-1H-inden-4-yl)-1,2,4-oxadiazol-5-yl)-2-isopropoxybenzonitrile O[C@@H]1CCC2=C(C=CC=C12)C1=NOC(=N1)C=1C=CC(=C(C#N)C1)OC(C)C |r|